1-(9H-fluoren-9-yl)-3-oxo-2,7,10-trioxa-4-azadodecan C1=CC=CC=2C3=CC=CC=C3C(C12)COC(NCCOCCOCC)=O